COCCOCCN[C@@H](CCCNC(N)=N)C(=O)OCC ethyl (2-(2-methoxyethoxy)ethyl)-L-argininate